5-[3-[(2S)-2-amino-4-carbamoylbutoxy]phenyl[pentan-amido]-3,3-dimethylbutanoyl]-4-hydroxy-N-[[4-(4-methyl-1,3-thiazol-5-yl)phenyl]meth-yl]pyrrolidine-2-carboxamide hydrochloride Cl.N[C@H](COC=1C=C(C=CC1)C(C(=O)C1C(CC(N1)C(=O)NCC1=CC=C(C=C1)C1=C(N=CS1)C)O)(C(C)(C)C)NC(CCCC)=O)CCC(N)=O